tert-butyl 4-(1-(3-chlorophenyl)-3-(methylamino)propyl)-4-fluoropiperidine-1-carboxylate ClC=1C=C(C=CC1)C(CCNC)C1(CCN(CC1)C(=O)OC(C)(C)C)F